N[C@H](C(F)F)C1=CN(C2=CC(=CC=C12)C1=C(C#N)C=CC=C1C(F)(F)F)CC(C)(C)C (S)-2-(3-(1-amino-2,2-difluoroethyl)-1-neopentyl-1H-indol-6-yl)-3-(trifluoromethyl)benzonitrile